FC=1C(=C(C=C(C1)F)CC(=O)NC(C(=O)O)CCN(CCCCC1=NC=2NCCCC2C=C1)CC(CF)OC)OC 2-[[2-(3,5-difluoro-2-methoxy-phenyl)acetyl]amino]-4-[[3-fluoro-2-methoxy-propyl]-[4-(5,6,7,8-tetrahydro-1,8-naphthyridin-2-yl)butyl]amino]butanoic acid